FC=1C=C(CNC=2C=CC(=C(C(=O)NCC3(CC3)C)C2)N2CCOCC2)C=CC1OC 5-((3-fluoro-4-methoxybenzyl)amino)-N-((1-methylcyclopropyl)methyl)-2-morpholinobenzamide